C(CCCCC)[C@@](C(=O)N)(O)[C@@H](O)[C@@H](O)CO hexyl-L-arabinonamide